2-cycloheptyl-2-(1-ethyl-1H-pyrazole-5-carboxamido)acetic acid C1(CCCCCC1)C(C(=O)O)NC(=O)C1=CC=NN1CC